(2S,4S)-N-((4-carbamimidoylthiophen-2-yl)methyl)-1-((4-phenoxybutanoyl)glycyl)-4-phenylpyrrolidine-2-carboxamide C(N)(=N)C=1C=C(SC1)CNC(=O)[C@H]1N(C[C@@H](C1)C1=CC=CC=C1)C(CNC(CCCOC1=CC=CC=C1)=O)=O